CN1N=CC(=C1)C=1C=NN2C1C=C(C=C2)C2=CNC=1N=C(N=CC12)NC1=CC(=NC=C1)N1CCN(CC1)C 5-(3-(1-methyl-1H-pyrazol-4-yl)pyrazolo[1,5-a]pyridin-5-yl)-N-(2-(4-methylpiperazin-1-yl)pyridin-4-yl)-7H-pyrrolo[2,3-d]pyrimidin-2-amine